C(C=C)(=O)N1CCN(CC1)C(CC)(CC)C1=CC=C(C=C1)[C@H](C)NC=1N=CC2=C(N1)N(C(C=C2)=O)C(C)C 2-{[(1S)-1-{4-[3-(4-acryloylpiperazin-1-yl)pentan-3-yl]phenyl}ethyl]amino}-8-(propan-2-yl)pyrido[2,3-d]pyrimidin-7(8H)-one